C1(CC1)[C@]1(C(N(C[C@H]1C)C=1C=2N(N=CC1)C=C(C2)C2=NNC=C2)=O)C#N (3R,4S)-3-cyclopropyl-4-methyl-2-oxo-1-[6-(1H-pyrazol-3-yl)pyrrolo[1,2-b]pyridazin-4-yl]pyrrolidine-3-carbonitrile